C(=C\C1=CC=CC=C1)/C1=CC=C(C=C1)\C=C\C1=CC=CC=C1 trans,trans-1,4-Distyrylbenzene